1-(4-(oxetan-3-ylidenemethyl)phenyl)ethan-1-one O1CC(C1)=CC1=CC=C(C=C1)C(C)=O